CN1CCC(CC1)CNC[C@@H]1CC[C@H](CO1)NC=1C2=C(N=CN1)NC=C2C=O (4-{[(3R,6S)-6-({[(1-methylhexahydropyridin-4-yl)methyl]amino}methyl)-3,4,5,6-tetrahydro-2H-pyran-3-yl]amino}-7H-pyrrolo[2,3-d]pyrimidin-5-yl)methanone